C1=CC(=CC=C1C[C@@H](C(=O)N[C@@H]2[C@H](O[C@H]([C@@H]2O)N3C=NC4=C(N=CN=C43)N)COP(=O)(O)O)N)O The molecule is a puromycin 5'-phosphate compound lacking three methyl substituents (two from the exocyclic amino function of the adenine moiety and one from the phenolic function).